copper (I) tetra-acetonitrile tetrafluoroborate F[B-](F)(F)F.C(C)#N.C(C)#N.C(C)#N.C(C)#N.[Cu+]